BrC=1C=2N(C=C(N1)C(=O)N(C1=CC(=C(C=C1)F)OC)CC)C=CN2 8-bromo-N-ethyl-N-(4-fluoro-3-methoxy-phenyl)imidazo[1,2-a]pyrazine-6-carboxamide